BrC=1C=C2C(=C(NC2=C(C1)F)C1=CC=C(C=C1)F)CCC(=O)N[C@@H](CO)C 3-[5-bromo-7-fluoro-2-(4-fluorophenyl)-1H-indol-3-yl]-N-[(1R)-2-hydroxy-1-methyl-ethyl]propanamide